bromopalladium Br[Pd]